diphenyl-4-(phenylthio)phenylsulfonium C1(=CC=CC=C1)[S+](C1=CC=C(C=C1)SC1=CC=CC=C1)C1=CC=CC=C1